NC1=CC=CC(=N1)S(=O)(=O)NC(=O)C=1C(=NC(=CC1)C1CCOCC1)OC1=C(C=C(C=C1C)C)C N-[(6-Amino-2-pyridyl)sulfonyl]-6-tetrahydropyran-4-yl-2-(2,4,6-trimethylphenoxy)pyridin-3-carboxamid